[C@@H]12CN(C[C@H]2C1)C1=CC=C(C=C1)[C@@H](C)N1N=CC2=C(C=CC(=C12)C(=O)NC1CC2(CCC2)C1)Cl (Sa)-6-(1-((R)-1-(4-((1R,5S)-3-Azabicyclo[3.1.0]hexan-3-yl)phenyl)ethyl)-4-chloro-1H-indazol-7-carboxamido)spiro[3.3]heptan